NC1=NC=C(C=C1C1=NC=C(C=C1)C(=O)N(C)C)C1=C2C(=NC=C1)N(C(N2COCC[Si](C)(C)C)=O)COCC[Si](C)(C)C 2'-amino-N,N-dimethyl-5'-(2-oxo-1,3-bis((2-(trimethylsilyl)ethoxy)methyl)-2,3-dihydro-1H-imidazo[4,5-b]pyridin-7-yl)-[2,3'-bipyridine]-5-carboxamide